6-(2-phenylimidazo[1,2-a]pyridin-6-yl)-N-(pyridin-2-ylmethyl)quinazolin-4-amine C1(=CC=CC=C1)C=1N=C2N(C=C(C=C2)C=2C=C3C(=NC=NC3=CC2)NCC2=NC=CC=C2)C1